O=C1NC(CCC1N1C(C2=CC=C(C=C2C1=O)N1CCNCC1)=O)=O 4-[2-(2,6-dioxopiperidin-3-yl)-1,3-dioxoisoindol-5-yl]Piperazine